(3-aminopropyl)-dimethylethoxysilane NCCC[Si](OCC)(C)C